C1(CC1)N(C=1N=CC(=NC1)C1=CC(=C(C=C1O)/C=C/C(=O)NC)F)[C@H]1[C@H]([C@@]2(CC[C@](C1)(N2)C)C)F (E)-3-(4-(5-(cyclopropyl((1S,2R,3R,5R)-2-fluoro-1,5-dimethyl-8-azabicyclo[3.2.1]octan-3-yl)amino)pyrazin-2-yl)-2-fluoro-5-hydroxyphenyl)-N-methylacrylamide